C(CCCCC(C)C)C1=C([O-])C=CC=C1 isooctylphenoxide